2-(2,6-dioxopiperidin-3-yl)-5-(2-(2-(2-((4-(9-methyl-9H-pyrrolo[2,3-b:4,5-c']dipyridin-2-yl)pyridin-2-yl)oxy)ethoxy)ethoxy)ethoxy)isoindoline-1,3-dione O=C1NC(CCC1N1C(C2=CC=C(C=C2C1=O)OCCOCCOCCOC1=NC=CC(=C1)C1=CC=C2C(=N1)N(C1=C2C=NC=C1)C)=O)=O